N1=CC(=CC=C1)C=1OC2=C(N1)C=C(C=C2)NC(=O)C=2C=CC1=C(C=CO1)C2 N-[2-(pyridin-3-yl)-1,3-benzoxazol-5-yl]-1-benzofuran-5-carboxamide